5-amino-3-(2-(4-(2-fluoro-4-(((3S,4S)-4-hydroxytetrahydrofuran-3-yl)oxy)phenyl)piperazin-1-yl)ethyl)-8-(furan-2-yl)thiazolo[5,4-e][1,2,4]triazolo[1,5-c]pyrimidin NC1=NC2=C(C=3N1N=C(N3)C=3OC=CC3)SCN2CCN2CCN(CC2)C2=C(C=C(C=C2)O[C@H]2COC[C@@H]2O)F